C(C)(C)(C)OC(=O)N(C(OC(C)(C)C)=O)C1=NN2C(C=C(C=C2)C=2C=NC(=C(C2)C=2C=NN(C2)[C@H](C)C2=CC=C(C=C2)F)OC)=N1 |r| racemic-tert-butyl (tert-butoxycarbonyl)(7-(5-(1-(1-(4-fluorophenyl)ethyl)-1H-pyrazol-4-yl)-6-methoxypyridin-3-yl)-[1,2,4]triazolo[1,5-a]pyridin-2-yl)carbamate